6-amino-2-fluoro-5-(1-oxo-1,2,3,4-tetrahydroisoquinolin-6-yl)pyridin NC1=C(C=CC(=N1)F)C=1C=C2CCNC(C2=CC1)=O